C(C)(C)C1=C(C(=CC(=C1)C1=C(C=CC=C1)OC)C(C)C)Br 2,6-diisopropyl-4-(2-methoxyphenyl)bromobenzene